C(C=C)(=O)SC(CSC=1SC(=NN1)SC)CC 2-acryloylthio-n-butylthio-5-methylthio-1,3,4-thiadiazole